C[C@@H]1[C@H](NCC1)C(=O)O trans-3-methyl-proline